1-(tert-butyl) 3-ethyl 4-((methylsulfonyl)oxy)pyrrolidine-1,3-dicarboxylate CS(=O)(=O)OC1C(CN(C1)C(=O)OC(C)(C)C)C(=O)OCC